COC1=CC=C(C=C1)C1=C(C=CC(=C1)C=C)N 2-p-methoxyphenyl-(4-vinylphenyl)amine